1-Hydroxy-pyridine-2,5-dione ON1C(C=CC(C1)=O)=O